C(#N)C1=NC(=C(C(=O)OC)C=C1)C(\C=C\N(C)C)=O methyl (E)-6-cyano-2-(3-(dimethylamino) acryloyl)nicotinate